5-pyrazin-2-yl-2-pyridyl-acetamide N1=C(C=NC=C1)C=1C=CC(=NC1)CC(=O)N